norbornenoic acid C12(C=CC(CC1)C2)C(=O)O